2-bromo-4-((tetrahydro-2H-pyranyl-oxy)methyl)-benzoic acid methyl ester COC(C1=C(C=C(C=C1)COC1OCCCC1)Br)=O